ClC=1C=NC(=C(C(=O)NC2CCC(CC2)CN2C(C(C3=CC=CC=C23)(O)C2=C(C=NC=C2)Cl)=O)C1)C(F)F 5-chloro-N-((1r,4r)-4-((3-(3-chloropyridin-4-yl)-3-hydroxy-2-oxoindolin-1-yl)methyl)cyclohexyl)-2-(difluoromethyl)nicotinamide